Vanadium Phosphate Fluoride [F-].P(=O)([O-])([O-])[O-].[V+4]